3-methyl-1-(5-methyl-2-(trimethylstannyl)pyridin-4-yl)-1H-pyrazole-4-carboxylic acid ethyl ester C(C)OC(=O)C=1C(=NN(C1)C1=CC(=NC=C1C)[Sn](C)(C)C)C